C1(=CC=CC=C1)C1CC2(CN(C2)C(=O)C2CC3(C2)NC(OC3)=O)C1 (2s,4s)-2-(6-phenyl-2-azaspiro[3.3]heptane-2-carbonyl)-7-oxa-5-azaspiro[3.4]octan-6-one